tert-butyl N-(tert-butoxycarbonyl)-N-(4-[3-[(3-chloro-2-fluorophenyl)amino]-4-oxo-1H,5H,6H,7H-pyrrolo[3,2-c]pyridin-2-yl]pyrimidin-2-yl)carbamate C(C)(C)(C)OC(=O)N(C(OC(C)(C)C)=O)C1=NC=CC(=N1)C1=C(C=2C(NCCC2N1)=O)NC1=C(C(=CC=C1)Cl)F